Cl.Cl.ClC=1C(=NC2=CC=C(C=C2C1)C=1N=C(SC1)CN)N1CCNCC1 [4-(3-chloro-2-piperazin-1-yl-6-quinolinyl)thiazol-2-yl]methylamine dihydrochloride